3-methanesulfonyl-1-(2-methylpropoxy)-5,6-dihydro-spiro[cyclopenta[c]thiophene-4,2'-[1,3]dioxolane] CS(=O)(=O)C1=C2C(=C(S1)OCC(C)C)CCC21OCCO1